5-(3-(3-(((2-Chloro-[1,1'-biphenyl]-4-yl)methyl)amino)propanamido)propyl)-4-oxo-4,5-dihydro-3H-pyrazolo[3,4-c]quinoline-7-carboxylic acid ClC1=C(C=CC(=C1)CNCCC(=O)NCCCN1C(C2=C(C=3C=CC(=CC13)C(=O)O)C=NN2)=O)C2=CC=CC=C2